3-phenyl-1,3,5-pentanetricarboxylic acid C1(=CC=CC=C1)C(CCC(=O)O)(CCC(=O)O)C(=O)O